1,4,7,10-tetra-azacyclododecane N1CCNCCNCCNCC1